11-Bromoundecanol BrCCCCCCCCCCCO